(1-fluoro-1-((1-methyl-3-(trifluoromethyl)-1H-pyrazol-5-yl)sulfonyl)ethyl)piperidine-1-carboxylic acid tert-butyl ester C(C)(C)(C)OC(=O)N1C(CCCC1)C(C)(S(=O)(=O)C1=CC(=NN1C)C(F)(F)F)F